C1(=CC=CC=C1)P(C(C1=C(C=C(C=C1C1=CC=CC=C1)C1=CC=CC=C1)C1=CC=CC=C1)=O)(C1=CC=CC=C1)=O diphenyl-(2,4,6-triphenylbenzoyl)-phosphine oxide